[Pt+2].BrC1=C(CCC=CCC1)Br dibromo(1,5-cyclooctadiene) platinum (II)